NC=1C(=NC(=C(C1)C(F)(F)F)C1=CC=C2C=CN(C2=C1)C)C(=O)NCC(=O)C1=CC=C(C=C1)F 3-amino-N-(2-(4-fluorophenyl)-2-oxoethyl)-6-(1-methyl-1H-indol-6-yl)-5-(trifluoromethyl)picolinamide